6-(oxazolidin-4-yloxy)-N-[(1r,3s)-3-{[2-(trifluoromethyl)quinolin-4-yl]amino}cyclohexyl]pyridine-2-carboxamide O1CNC(C1)OC1=CC=CC(=N1)C(=O)N[C@H]1C[C@H](CCC1)NC1=CC(=NC2=CC=CC=C12)C(F)(F)F